tert-butyl (2-(isoindoline-2-carboxamido)-1-phenylethyl)(methyl)carbamate C1N(CC2=CC=CC=C12)C(=O)NCC(C1=CC=CC=C1)N(C(OC(C)(C)C)=O)C